ClC1=CC(=C(C=C1Cl)CC(=O)N)OCCOC 2-(4-chloro-5-chloro-2-(2-methoxyethoxy)phenyl)-acetamide